4-(2-(3,3-difluoropyrrolidin-1-yl)thiazol-5-yl)-N-(3-methoxy-4-(4-methylpiperazin-1-yl)phenyl)-5-(thiazol-5-yl)pyrimidin-2-amine FC1(CN(CC1)C=1SC(=CN1)C1=NC(=NC=C1C1=CN=CS1)NC1=CC(=C(C=C1)N1CCN(CC1)C)OC)F